BrC1=C(C=C(C(=C1C)F)C)C 2-bromo-4-fluoro-1,3,5-trimethylbenzene